C(C)(C)(C)OC(=O)N1CC(CC1)CNC(=O)C1=C(OC2=C1C=C(C=C2)OCC2=CC=CC=C2)C 3-((5-(benzyloxy)-2-methylbenzofuran-3-carboxamido)methyl)pyrrolidine-1-carboxylic acid tert-butyl ester